Cl.COC([C@H](CNCCN)NC(=O)OCC1=CC=CC=C1)=O (S)-3-((2-aminoethyl)amino)-2-(((benzyloxy)carbonyl)amino)propionic acid methyl ester hydrochloride